(S)-3-((S)-sec-butyl)-4-(thiazol-2-yl)-1,3,4,5-tetrahydro-2H-benzo[e][1,4]diazepin-2-one [C@H](C)(CC)[C@@H]1N(CC2=C(NC1=O)C=CC=C2)C=2SC=CN2